(hydroxyl)titanium O[Ti]